FCC1(CN(CC1)C\C=C/C1=CC=C(C=C1)C1OC2=CC=C(C=C2C(=C1C1=CC(=CC=C1)O)C)O)CF 2-{4-[(Z)-3-(3,3-Bis-fluoromethylpyrrolidin-1-yl)propenyl]phenyl}-3-(3-hydroxyphenyl)-4-methyl-2H-chromen-6-ol